C(C)OC(=O)C=1C(=CC(=NC1)C1=NN(C=C1)C)B(O)O (5-(ethoxycarbonyl)-2-(1-methyl-1H-pyrazol-3-yl)pyridin-4-yl)boronic acid